tert-butyl (R)-10-hydroxy-10-((2-(methylthio)-5-oxopyrido[4,3-d]pyrimidin-6(5H)-yl)methyl)-7-azaspiro[4.5]decane-7-carboxylate O[C@@]1(CCN(CC12CCCC2)C(=O)OC(C)(C)C)CN2C(C1=C(N=C(N=C1)SC)C=C2)=O